FC(C1=CC2=C(N=C(S2)N)C=C1)(F)F 6-Trifluoromethylbenzo[d]thiazol-2-amin